C1(=CC=CC=C1)C1(C(N(CC1)C)=O)C1=CC=CC=C1 (R)-3,3-diphenyl-1-methylpyrrolidone